FC(S(=O)(=O)NC1(CC1)COC=1C=C(C=NC1)C(=O)N)F 5-[[1-(difluoromethylsulfonylamino)cyclopropyl]methoxy]pyridine-3-carboxamide